COC1=CC=2N(C=C1C(=O)NC1=NC(=CC=C1)OC)C=C(N2)C21OCC(C2)(C1)C 7-methoxy-N-(6-methoxypyridin-2-yl)-2-(4-methyl-2-oxabicyclo[2.1.1]hex-1-yl)imidazo[1,2-a]pyridine-6-carboxamide